C(C)(C)(C)OC(=O)N(C1=NN2C(CN(CCC2)C(=O)OC(C)(C)C)=C1C=C)C tert-butyl 2-((tert-butoxycarbonyl)(methyl)amino)-3-vinyl-7,8-dihydro-4H-pyrazolo[1,5-a][1,4]diazepine-5(6H)-carboxylate